(S)-3-(2-(6-methylpyridin-3-yl)pyrrolidin-1-yl)propanenitrile CC1=CC=C(C=N1)[C@H]1N(CCC1)CCC#N